Lithium aluminum titanium phosphorus oxide [P]=O.[Ti].[Al].[Li]